C(C)(C)C1=NN=C2N1N=C(C=C2NC=2N=NC(=CC2)OC)NC(CC)CC 3-isopropyl-N8-(6-methoxypyridazin-3-yl)-N6-(pentan-3-yl)-[1,2,4]triazolo[4,3-b]pyridazine-6,8-diamine